tris(2-methoxyphenyl)bismuthine COC1=C(C=CC=C1)[Bi](C1=C(C=CC=C1)OC)C1=C(C=CC=C1)OC